1-(methylaminomethylene)-1λ6-thiomorpholine-1-oxide CNC=S1(CCNCC1)=O